tetrahydro-1H-pyrido[4',3':3,4]pyrazolo[1,5-a]azepine-2(7H)-carboxylate C1N(CCC2NN3C(C=CC=CC3)=C21)C(=O)[O-]